[C@H]12CN(C[C@H](CC1)N2)C2=NC(=NC1=C(C(=C(C=C21)C#C)C=2C=C(C=C1CCC(C21)CC)O)F)OC[C@]21CCCN1C[C@@H](C2)F 7-(4-((1R,5S)-3,8-diazabicyclo[3.2.1]octan-3-yl)-6-ethynyl-8-fluoro-2-(((2R,7aS)-2-fluorotetrahydro-1H-pyrrolizin-7a(5H)-yl)methoxy)quinazolin-7-yl)-1-ethyl-2,3-dihydro-1H-inden-5-ol